O1COC2=C1C=CC(=C2)/C=C/C(=O)N(C2COCC2)C2=CC=CC=C2 (2E)-3-(1,3-benzodioxol-5-yl)-N-phenyl-N-(tetrahydro-3-furanyl)-2-propenamide